N12C[C@H](C(CC1)CC2)OC(NC2C(CC1=CC(=CC=C21)C2=CC=C(C=C2)COC(C)(C)C)(C)C)=O (S)-quinuclidin-3-yl(5-(4-(tert-butoxymethyl)phenyl)-2,2-dimethyl-2,3-dihydro-1H-inden-1-yl)carbamate